(S)-1-[(S)-1-({4-[(m-Methoxy-phenoxy)methyl]-1-piperidyl}carbonyl)-3-methylbutyl]-3-isobutyl-2-piperazinone COC=1C=C(OCC2CCN(CC2)C(=O)[C@H](CC(C)C)N2C([C@@H](NCC2)CC(C)C)=O)C=CC1